3-(6-methoxypyridin-3-yl)prop-2-yn-1-ol Ethyl-(2-(2-(3-chloro-4-((5-isopropyl-6-oxo-1,6-dihydropyridazin-3-yl)oxy)-5-methylphenyl)hydrazineylidene)-2-cyanoacetyl)carbamate C(C)N(C(=O)OCC#CC=1C=NC(=CC1)OC)C(C(C#N)=NNC1=CC(=C(C(=C1)C)OC1=NNC(C(=C1)C(C)C)=O)Cl)=O